(R)-8-benzyl-4-(3-(trifluoromethoxy)phenyl)-6,6a,7,8,9,10-hexahydro-5H-pyrazino[1,2-a][1,8]naphthyridine C(C1=CC=CC=C1)N1C[C@@H]2N(C=3N=CC=C(C3CC2)C2=CC(=CC=C2)OC(F)(F)F)CC1